[Co]=O Cobalt(II) oxide